tri(carbazol-9-yl)triphenylamine C1=CC=CC=2C3=CC=CC=C3N(C12)C1=C(C(=C(C=C1)N(C1=CC=CC=C1)C1=CC=CC=C1)N1C2=CC=CC=C2C=2C=CC=CC12)N1C2=CC=CC=C2C=2C=CC=CC12